CC1=NC(=C(C(=C1CO)C)CO)C 2,4,6-trimethyl-3,5-pyridinedimethanol